N1N=CC2=C(C=CC=C12)CN1N=CC2=C(C1=O)N(C1=C2C=NN(C1=O)CC1=CC=NS1)C 3-((1H-indazol-4-yl)methyl)-7-(isothiazol-5-ylmethyl)-5-methyl-5,7-dihydro-3H-pyrrolo[2,3-d:4,5-d']dipyridazine-4,6-dione